cyclooctadecene C1=CCCCCCCCCCCCCCCCC1